FC1=NC=CC=C1C1=C(C=CC=C1)B1OC(C(O1)(C)C)(C)C 2-fluoro-3-(2-(4,4,5,5-tetramethyl-1,3,2-dioxaborolan-2-yl)phenyl)pyridine